CC1=NC(=CC(=C1)[C@@H](C1=CC=C(C(=O)N)C=C1)OC1=C(C=C2C(CCOC2=C1C)=O)F)C (R,S)-4-((2,6-dimethylpyridin-4-yl)((6-fluoro-8-methyl-4-oxochroman-7-yl)oxy)methyl)benzamide